Tartaramide C(C(O)C(O)C(=O)N)(=O)N